tert-butyl ((1s,4s)-4-hydroxy-1-methylcyclohexyl)carbamate OC1CCC(CC1)(C)NC(OC(C)(C)C)=O